2-(2H-benzotriazol-2-yl)-6-(p-tolylthio)-4-(2,4,4-trimethylpent-2-yl)phenol N=1N(N=C2C1C=CC=C2)C2=C(C(=CC(=C2)C(C)(CC(C)(C)C)C)SC2=CC=C(C=C2)C)O